(S)-1-[(S)-1-({(3aS,7aR,2'S)-5-Methyl-2'-methyl-3a,4,5,6,7,7a-hexahydrospiro[indene-2,4'-piperidin]-1'-yl}carbonyl)-3-methylbutyl]-3-isobutyl-2-piperazinone CC1C[C@H]2CC3(C[C@@H](N(CC3)C(=O)[C@H](CC(C)C)N3C([C@@H](NCC3)CC(C)C)=O)C)C[C@H]2CC1